CN1CCN(CC1)C1=NN=C(S1)NC(CC(=O)OC)=O methyl 3-((5-(4-methylpiperazin-1-yl)-1,3,4-thiadiazol-2-yl)amino)-3-oxopropanoate